SC(CC(=O)OCCOCCOC(CC(C)(C)S)=O)(C)C diethylene glycol bis(3-mercapto-3-methylbutyrate)